NC1=NOC2=C1C=CC(=C2)O 3-aminobenzo[d]isoxazol-6-ol